Cl(=O)(=O)(=O)[O-].[Na+].O water sodium perchlorate